C1=NC2=C(N1)C(=O)NC(=N2)N The molecule is a 2-aminopurine carrying a 6-oxo substituent. It has a role as a human metabolite, an algal metabolite, a Saccharomyces cerevisiae metabolite, an Escherichia coli metabolite and a mouse metabolite. It is a purine nucleobase, an oxopurine and a member of 2-aminopurines. It derives from a hydride of a 9H-purine.